FC(S(=O)(=O)OC1=CCC2(OCCO2)CC1)(F)F 1,4-Dioxaspiro[4.5]dec-7-ene-8-yl trifluoromethanesulfonate